FC(C1=C(CCN)C=CC=C1)(F)F 2-(trifluoromethyl)phenethylamine